C(C)S(=O)(=O)C1=CC=C(N=N1)COC1=CC=C(C=C1)C=1N=CN(C1)C(=O)NCC1CN(CC1)C1=CC=CC=C1 4-(4-((6-(ethylsulfonyl)pyridazin-3-yl)methoxy)phenyl)-N-((1-phenylpyrrolidin-3-yl)methyl)-1H-imidazole-1-carboxamide